C[C@@H]1N(C2=CC=C(C=C2CC1)C(F)(F)F)S(=O)(=O)C=1C=CC(=C(CO)C1)OCC1CCOCC1 (S)-5-((2-methyl-6-trifluoromethyl-3,4-dihydroquinolin-1(2H)-yl)sulfonyl)-2-((tetrahydro-2H-pyran-4-yl)methoxy)benzyl alcohol